NC1=C(N=C2N1C(=CC=C2C2=C(C=CC=C2OC)F)C)C(=O)NCCC 3-Amino-8-(2-fluoro-6-methoxyphenyl)-5-methyl-N-propylimidazo[1,2-a]pyridine-2-carboxamide